5-Fluoro-N-isopropyl-N-phenyl-2-(pyrimidin-5-yloxy)benzamide FC=1C=CC(=C(C(=O)N(C2=CC=CC=C2)C(C)C)C1)OC=1C=NC=NC1